2'-(5-Chloro-2-((5-(1-methyl-piperidin-4-yl)pyridin-2-yl)amino)pyrimidin-4-yl)-5'-ethyl-3'-methylspiro[cyclopropane-1,6'-thieno[2,3-c]pyrrol]-4'(5'H)-one ClC=1C(=NC(=NC1)NC1=NC=C(C=C1)C1CCN(CC1)C)C1=C(C2=C(C3(N(C2=O)CC)CC3)S1)C